F[C@@H]1CC2(C[C@@H](CN2C1)F)COC1=NC2=C(C(=C(C=C2C(=N1)N1CC2CCC(C1)N2)Cl)C2=CC(=CC1=CC=CC=C21)O)F 4-(2-{[(2R,6S,7ar)-2,6-difluoro-hexahydro-1H-pyrrolizin-7a-yl]methoxy}-6-chloro-4-{3,8-diazabicyclo[3.2.1]octan-3-yl}-8-fluoroquinazolin-7-yl)naphthalen-2-ol